ClC=1C=C(OC2C(C(C2(C)C)NC(C2=CN=C(C=C2)N2CCN(CC2)CC=2C(=C3C(N(C(C3=CC2)=O)C2C(NC(CC2)=O)=O)=O)F)=O)(C)C)C=CC1C#N N-((1r,3r)-3-(3-chloro-4-cyanophenoxy)-2,2,4,4-tetramethylcyclobutyl)-6-(4-((2-(2,6-dioxopiperidin-3-yl)-4-fluoro-1,3-dioxoisoindolin-5-yl)methyl)piperazin-1-yl)nicotinamide